6-(5-aminomethyl-4-methyl-pyridin-3-yl)-1-methyl-3,4-dihydro-1H-quinolin-2-one hydrochloride Cl.NCC=1C(=C(C=NC1)C=1C=C2CCC(N(C2=CC1)C)=O)C